CN(C)CC1=CC=C(C=C1)[S@](=O)(N)=NC(NC1=C(C=C(C=C1C(C)C)F)C(C)C)=O (S)-4-((dimethylamino)methyl)-N'-(4-fluoro-2,6-diisopropylphenyl-carbamoyl)benzenesulfonimidamide